C(CCCCCCC\C=C/CCCCCCCC)N(C)CC(=O)O oleylsarcosine